C(C)O[C@@H](C(=O)O)CC1=CC(=CC=C1)N |r| (±)-2-ethoxy-3-(3'-aminophenyl)propionic acid